C(C(C)C)C1=C(C(=NC=C1)C)N isobutyl-2-methylpyridin-3-amine